2-(4-(2,4,4-trimethylpentan-2-yl)phenoxy)tetrahydro-2H-pyran CC(C)(CC(C)(C)C)C1=CC=C(OC2OCCCC2)C=C1